5-{1-hydroxy-2-[(3S,4S)-3-[(4-methanesulfonylphenoxy)methyl]-4-methylpyrrolidin-1-yl]ethyl}benzene OC(CN1C[C@H]([C@@H](C1)C)COC1=CC=C(C=C1)S(=O)(=O)C)C=1C=CC=CC1